(1r,2s)-5'-methoxy-2-{3-[(2-methyl-6,7-dihydrofuro[3,2-d]pyrimidin-4-yl)amino]-1H-indazol-6-yl}spiro[cyclopropan-1,3'-indol]-2'(1'H)-one COC=1C=C2[C@]3(C(NC2=CC1)=O)[C@@H](C3)C3=CC=C1C(=NNC1=C3)NC=3C1=C(N=C(N3)C)CCO1